tert-butyl((1r,3r)-3-(iodomethyl)cyclobutyloxy)diphenylsilane C(C)(C)(C)[Si](C1=CC=CC=C1)(C1=CC=CC=C1)OC1CC(C1)CI